N1C=C(C2=CC=CC=C12)CC(=O)[O-] INDOLE-3-ACETATE